C(C)(C)(C)OC(=O)N1C(CC(CC1)C1=CC2=C(N(C(O2)=O)C)C=C1)=O 4-(3-methyl-2-oxo-1,3-benzoxazol-6-yl)-2-oxo-piperidine-1-carboxylic acid tert-butyl ester